C(C)(C)(C)[C@H](C(C(=O)O)(O)O)CCCCl.CC1(OCC1)C 2,2-dimethyl-oxetane tert-butyl-6-chloro-(3R,5S)-dihydroxyhexanoate